C(#N)COC([C@@H](N)[C@@H](C)CC)=O L-isoleucine cyanomethyl ester